ClC1=NC2=C(N1)C=CC(=C2)C=O 2-CHLORO-1H-BENZIMIDAZOLE-5-CARBOXALDEHYDE